OCC(=O)[C@@H](O)[C@H](O)[C@H](O)CO (+)-fructose